CC=1N=C(C2=CC=CC=C2C1)C(C)(C)NC(C[C@@H]1N(CCC1)C)=O (R)-N-(2-(3-methylisoquinolin-1-yl)propan-2-yl)-2-(1-methyl-pyrrolidin-2-yl)acetamide